N1=CC(=CC=C1)NCC1=CC=C(OC2CN(C2)C=2C=CC=C(C2C2=CC=CC=C2)C(=O)OC)C=C1 methyl 6-(3-(4-((pyridin-3-ylamino) methyl) phenoxy) azetidin-1-yl)-[1,1'-biphenyl]-2-carboxylate